C(C1=CC=CC=C1)(C1=CC=CC=C1)[Hf](C1=C(C=CC=2C3=CC=C(C=C3CC12)C(C)(C)C)C(C)(C)C)C1C=CC=C1 Benzhydryl-(cyclopentadienyl)(2,7-di-tert-butylfluorenyl)hafnium